(5-bromo-4-fluoro-2-hydroxyphenyl)(cyclobutyl)ketone BrC=1C(=CC(=C(C1)C(=O)C1CCC1)O)F